icosa-9,11-diyne-1,20-diol C(CCCCCCCC#CC#CCCCCCCCCO)O